3-(4-isobutyl-2-methylphenyl)-N-(1-(naphthalen-2-yl)ethyl)propan-1-imine oxide C(C(C)C)C1=CC(=C(C=C1)CCC=[N+](C(C)C1=CC2=CC=CC=C2C=C1)[O-])C